6-chloro-N-[5-chloro-1-(1-methylcyclopropyl)-1H-pyrazol-4-yl]-7-(5-methyl-2,5-diazabicyclo[2.2.1]heptan-2-yl)quinazolin-2-amine ClC=1C=C2C=NC(=NC2=CC1N1C2CN(C(C1)C2)C)NC=2C=NN(C2Cl)C2(CC2)C